3-[2-oxo-4-[[4-(trifluoromethyl)phenyl]methyl]benzo[cd]indol-1-yl]piperidine-2,6-dione O=C1N(C2=CC=CC=3C2=C1C=C(C3)CC3=CC=C(C=C3)C(F)(F)F)C3C(NC(CC3)=O)=O